BrC1=CC=2C3=C(C=NC2C=C1)NC(C31CCCC1)=O 8'-Bromospiro[cyclopentane-1,1'-pyrrolo[2,3-c]quinolin]-2'(3'H)-one